4-propan-ylbenzaldehyde C(CC)C1=CC=C(C=O)C=C1